N1(N=CC=C1)CC1=C2CCCOC2=C2C(=NOC2=C1)NS(=O)(=O)C1=C(C=C(C=C1)N(C)C)OC N-(5-((1H-pyrazol-1-yl)methyl)-3,4-dihydro-2H-chromeno[8,7-d]isoxazol-9-yl)-4-(dimethylamino)-2-methoxybenzenesulfonamide